N1C(NC(CC1=O)=O)=O PYRIMIDINE-2,4,6(2H,3H)-TRIONE